4-(1,1-dimethylethyl)-N-[4-(1,1-dimethylethyl)phenyl]-phenylamine CC(C)(C)C1=CC=C(C=C1)NC1=CC=C(C=C1)C(C)(C)C